ClC1=C(C=CC(=C1)Cl)\C=1\CCCC2=C(/C1/C1=CC=C(C=C1)N[C@@H]1CN(CC1)CC=CC(=O)N(C)C)C=CC(=C2)C(=O)O (S,E)-8-(2,4-dichlorophenyl)-9-(4-((1-(4-(dimethylamino)-4-oxobut-2-en-1-yl)pyrrolidin-3-yl)amino)phenyl)-6,7-dihydro-5H-benzo[7]annulene-3-carboxylic acid